(4R)-N-[(3S,4R)-6-chloro-3-hydroxy-chroman-4-yl]-4-[(4R)-4-ethyl-2-imino-4-methyl-6-oxo-hexahydropyrimidin-1-yl]chromane-6-carboxamide ClC=1C=C2[C@H]([C@@H](COC2=CC1)O)NC(=O)C=1C=C2[C@@H](CCOC2=CC1)N1C(N[C@](CC1=O)(C)CC)=N